COC(NCCN1CCN(CC1)CC(NC1=NC=CC(=C1)NC1=C(N=NC(=C1)C1=C(C=CC(=C1)Cl)F)C)=O)=O Methyl-N-[2-(4-{[(4-{[6-(5-Chloro-2-Fluorophenyl)-3-Methylpyridazin-4-yl]Amino}Pyridin-2-yl)Carbamoyl]Methyl}Piperazin-1-yl)Ethyl]Carbamat